P(=O)(=O)C(C(=O)[O-])CCC.[K+].BrC1=CC(=NC=C1)OC([2H])([2H])[2H] 4-bromo-2-(methoxy-d3)pyridine potassium phosphovalerate